C[Si](C)(C)N=[N+]=[N-] Trimethylsilylazid